Tert-butyl 4-[3-(2,6-dioxo-3-piperidyl)-7-fluoro-1-methyl-indazol-6-yl]piperidine-1-carboxylate O=C1NC(CCC1C1=NN(C2=C(C(=CC=C12)C1CCN(CC1)C(=O)OC(C)(C)C)F)C)=O